C(#N)C1=C2C(=NC=C1)NC(=C2)C(=O)N[C@@H]2[C@]([C@H]1C([C@@H](C2)C1)(C)C)(C)O 4-cyano-N-[(1R,2R,3S,5R)-2-hydroxy-2,6,6-trimethyl-norpinan-3-yl]-1H-pyrrolo[2,3-b]pyridine-2-carboxamide